methyl-2-phenyltetrahydro-2H-pyran CC1(OCCCC1)C1=CC=CC=C1